2,3-dihydro-5-methoxy-2-(1-naphthylmethylene)-1H-indenone COC=1C=C2CC(C(C2=CC1)=O)=CC1=CC=CC2=CC=CC=C12